C(C)(C)(C)OC(=O)N1CCN(CC1)C(C(=O)OCC)C(CCCC(=O)OCC)=O diethyl 2-(4-(tert-butoxycarbonyl) piperazin-1-yl)-3-oxoheptanedioate